methyl 8-fluoro-2-methylimidazo[1,2-a]pyridine-6-carboxylate FC=1C=2N(C=C(C1)C(=O)OC)C=C(N2)C